C1=CC(=CC=2OC3=C(C21)C=CC=C3)N(C3=CC=CC=C3)C3=CC2=C(C1=C(O2)C(=C2C=C4C(OC5=C4C=CC(=C5)N(C=5C=CC4=C(OC6=C4C=CC=C6)C5)C5=CC=CC=C5)=C(C2=C1)C1=CC=CC=C1)C1=CC=CC=C1)C=C3 3,10-bis[N-(dibenzofuran-3-yl)-N-phenylamino]-6,13-diphenylnaphtho[2,3-b:6,7-b']bis-benzofuran